norharmine C1=NC=CC=2C3=CC=C(OC)C=C3NC12